(1S,2r,3S,6r,7S,9r)-4-[(2S)-2-[(tert-butoxycarbonyl)amino]-3,3-dimethylbutyryl]-9-fluoro-4-azatricyclo[5.2.1.0{2,6}]decane-3-carboxylic acid C(C)(C)(C)OC(=O)N[C@H](C(=O)N1[C@@H]([C@H]2[C@H]3[C@@H](C[C@@H]([C@H]2C1)C3)F)C(=O)O)C(C)(C)C